tetracyclo[4.4.0.12,5.17,10]-3-dodecene C12C3C=CC(C2C2CCC1C2)C3